(2R)-2-[(2-phenyl-[1,2,4]triazolo[1,5-c]quinazolin-5-yl)amino]butanamide tert-Butyl-6-(4,4,5,5-tetramethyl-1,3,2-dioxaborolan-2-yl)-3,4-dihydropyridine-1(2H)-carboxylate C(C)(C)(C)OC(=O)N1CCCC=C1B1OC(C(O1)(C)C)(C)C.C1(=CC=CC=C1)C1=NN2C(=NC=3C=CC=CC3C2=N1)N[C@@H](C(=O)N)CC